[N+](=O)([O-])C1=C(COC(=O)N2CCCCC2)C=CC=C1 N-(2-nitrobenzyloxy)carbonylpiperidine